C1(CC1)N1C=C(C(C2=CC=CC(=C12)OC)=O)C(=O)O 1-cyclopropyl-1,4-dihydro-8-methoxy-4-oxo-3-quinolinecarboxylic acid